2,2,2-trifluoroethyl 2-[[6-(tert-butoxycarbonylamino)-5-methyl-3-pyridyl]amino]-2-oxo-acetate C(C)(C)(C)OC(=O)NC1=C(C=C(C=N1)NC(C(=O)OCC(F)(F)F)=O)C